3-amino-6-(2-chloro-6-methylpyridin-4-yl)-5-(4-fluorophenyl)-N-(2-methoxy-benzyl)pyrazine-2-carboxamide NC=1C(=NC(=C(N1)C1=CC=C(C=C1)F)C1=CC(=NC(=C1)C)Cl)C(=O)NCC1=C(C=CC=C1)OC